C(C1=CC=CC=C1)N1CC2CCC(C1)N2C(=O)OCCCC butyl 3-benzyl-3,8-diazabicyclo[3.2.1]octane-8-carboxylate